C1CC2=CC=C(C3=CC=CC1=C23)N2N=CC(=C2C(F)(F)F)C(=O)NC2=CC(=NC=C2)C(F)(F)F 1-(1,2-Dihydroacenaphthylen-5-yl)-5-(trifluoromethyl)-N-(2-(trifluoromethyl)pyridin-4-yl)-1H-pyrazole-4-carboxamide